4-Methyl-3,4-dihydro-2H-1,4-benzoxazine-6-carboxylic acid CN1CCOC2=C1C=C(C=C2)C(=O)O